C(C(=C)C)(=O)OCCC(C)OC(C(=C)C)=O 1,3-butandiol dimethacrylate